3-(benzyloxy)-8-bromo-6-methoxyquinoline C(C1=CC=CC=C1)OC=1C=NC2=C(C=C(C=C2C1)OC)Br